ClC=1C=C(C=CC1F)\N=C(/N)\SCC1=C(C=C(C=C1)F)CSC(N)=NC1=CC(=C(C=C1)F)Cl (4-fluoro-1,2-phenylene)bis(methylene) (E,E)-bis(N'-(3-chloro-4-fluorophenyl)carbamimidothioate)